(4-((bis(tert-butoxycarbonyl)amino)methyl)-8-cyano-1-oxo-1,2-dihydrophthalazin-6-yl)boronic acid C(C)(C)(C)OC(=O)N(C(=O)OC(C)(C)C)CC1=NNC(C2=C(C=C(C=C12)B(O)O)C#N)=O